bi(cyclopropane) C1(CC1)C1CC1